2,3-epoxypropane CC1CO1